FC(C=1C=CC=2N(C1)C(=NC2CNC(C=C)=O)C2=CC=C(C=C2)C(F)(F)F)(F)F N-((6-(trifluoromethyl)-3-(4-(trifluoromethyl)phenyl)imidazo[1,5-a]pyridin-1-yl)methyl)acrylamide